(4-(ethylsulfonyl)benzyl)-4-((2S)-2-(fluoromethyl)-4-(4-(trifluoromethyl)phenyl)pyrrolidin-1-yl)benzamide C(C)S(=O)(=O)C1=CC=C(CC2=C(C(=O)N)C=CC(=C2)N2[C@@H](CC(C2)C2=CC=C(C=C2)C(F)(F)F)CF)C=C1